7-(methylsulfonyl)dibenzo[b,d]Furan-3-carboxylic acid CS(=O)(=O)C1=CC2=C(C3=C(O2)C=C(C=C3)C(=O)O)C=C1